C[SiH2]CCC[NH2+]CCOCCOCCOCCOCCC(=O)[O-] 9,12,15,18-tetraoxa-6-aza-2-silahenicosan-6-ium-21-oate